COCCNC=1C=CC=2N(C1)N=CC2 N-(2-methoxyethyl)pyrazolo[1,5-a]pyridin-6-amine